BrC1=NN(C=C1CC=1N=C2N(C=C(C(=C2)F)C2CC2)C1)C 2-((3-bromo-1-methyl-1H-pyrazol-4-yl)methyl)-6-cyclopropyl-7-fluoroimidazo[1,2-a]pyridine